C(C)(C)(C)OC(=O)N[C@H](C(CC1=C(C(=O)O)C=CC=C1Cl)=O)C (S)-2-(3-((tert-Butoxycarbonyl)amino)-2-oxobutyl)-3-chlorobenzoic acid